C1(CC1)C1=CC=C(C=N1)B1OC(C)(C)C(C)(C)O1 6-cyclopropylpyridine-3-boronic acid pinacol ester